FC(CCOC1=CC(=C(C(=C1)F)C1C(C(N1C1=CC2=C(N(C=N2)COCC[Si](C)(C)C)C=C1)=O)C)F)F 4-(4-(3,3-difluoropropoxy)-2,6-difluorophenyl)-3-methyl-1-(1-((2-(trimethylsilyl)ethoxy)methyl)-1H-benzo[d]imidazole-5-yl)azetidin-2-one